C(C1=CC=CC=C1)N(C(O)=O)[C@@H](C(=O)N)CC.OCCOC1=CC=C(C=C1)C1(C2=CC=CC=C2C=2C=CC=CC12)C1=CC=C(C=C1)OCCO 9,9-bis[4-(2-hydroxyethoxy)phenyl]fluorene (R)-Benzyl-(1-amino-1-oxobutan-2-yl)carbamate